tert-Butyl 6-(3-(4-methoxybenzyl)-2,4-dioxotetrahydropyrimidin-1(2H)-yl)-1H-indazole-1-carboxylate COC1=CC=C(CN2C(N(CCC2=O)C2=CC=C3C=NN(C3=C2)C(=O)OC(C)(C)C)=O)C=C1